C(C)C(COC(CCCCC(=O)O)=O)CCC(C)=O 6-[(2-ethyl-5-oxohexyl)oxy]-6-oxohexanoic acid